NC1(CN(C1)C1=NC2=C(C(=CC=C2C(=N1)N1C[C@H]2CC[C@@H](C1)N2)C2=CC(=CC1=CC=CC=C21)O)F)CO 4-(2-(3-amino-3-(hydroxymethyl)azetidin-1-yl)-4-((1R,5S)-3,8-diazabicyclo[3.2.1]octan-3-yl)-8-fluoroquinazolin-7-yl)naphthalen-2-ol